Tert-Butyl N-(8-[[2-(2,6-dioxopiperidin-3-yl)-1-oxo-2,3-dihydro-1H-isoindol-4-yl]amino]octyl)carbamate O=C1NC(CCC1N1C(C2=CC=CC(=C2C1)NCCCCCCCCNC(OC(C)(C)C)=O)=O)=O